tert-butyl 7-(2-((5-cyanopyridin-2-yl)(3,4-dimethylbenzyl)amino)ethyl)-6,8-dioxa-2-azaspiro[3.5]nonane-2-carboxylate C(#N)C=1C=CC(=NC1)N(CCC1OCC2(CN(C2)C(=O)OC(C)(C)C)CO1)CC1=CC(=C(C=C1)C)C